[IH2+].[IH2+] iodonium (Iodonium) salt